FC1=CC2=C(C=3NC4=C(C=C(C=C4C3C(C2)CCC#N)F)F)C=C1 3-{3,8,10-trifluoro-5H,6H,11H-benzo[a]carbazol-6-yl}propanenitrile